(4-aminoimidazo[1,5-a]quinoxalin-8-yl)(3-methyl-5-(4-(trifluoromethyl)phenyl)morpholino)methanone NC=1C=2N(C3=CC(=CC=C3N1)C(=O)N1C(COCC1C1=CC=C(C=C1)C(F)(F)F)C)C=NC2